C[Se]C=1C=C(C=C(C1OC)OC)N1C([C@H]([C@@H]1C1=CC(=C(C=C1)OC)O)CBr)=O (3S,4R)-1-(3-methylseleno-4,5-dimethoxyphenyl)-4-(3-hydroxy-4-methoxyphenyl)-3-bromomethylazetidin-2-one